C1(=CC(=CC=C1)[B-](C=1C=C(C=CC1)C)(C=1C=C(C=CC1)C)C=1C=C(C=CC1)C)C.C(CCC)[NH+](CCCC)CCCC tri(n-butyl)ammonium tetrakis(m-tolyl)borate